ClC1=C(C=CC=C1)C1CN(CC1)C(CN(C(C#C)=O)CC(C1=CC=CC=C1)C1CCC1)=O N-[2-[3-(2-Chlorophenyl)pyrrolidin-1-yl]-2-oxo-ethyl]-N-(2-cyclobutyl-2-phenyl-ethyl)prop-2-ynamide